C(C)OC(C(C)(C)C1=CC=C(C=C1)Br)=O 2-(4-bromophenyl)-2-methylpropionic acid ethyl ester